BrC1=C(SC(=C1)C=1C=NN(C1)COCC[Si](C)(C)C)C(=O)OC methyl 3-bromo-5-(1-((2-(trimethylsilyl)ethoxy)methyl)-1H-pyrazol-4-yl)thiophene-2-carboxylate